C1=CC=CC=2C3=CC=CC=C3C(C12)COC(=O)N([C@H](C(=O)O)CC1=C(C=CC=C1)C)C (2S)-2-[9H-fluoren-9-ylmethoxycarbonyl-(methyl)amino]-3-(2-methylphenyl)propionic acid